FC1(CC(C1)NC1=C(C=CC(=C1)C(=O)OC)[C@H]1CC2(CC(C2)(F)F)CCN1CC1=C2C=CN(C2=C(C=C1OC)C)C(=O)OC(C)(C)C)F tert-Butyl 4-{[(6R)-6-{2-[(3,3-difluorocyclobutyl)amino]-4-(methoxycarbonyl)phenyl}-2,2-difluoro-7-azaspiro[3.5]nonan-7-yl]methyl}-5-methoxy-7-methylindole-1-carboxylate